C1(=CC=C(C=C1)C(C(=O)O)(CCCC)O)C1=CC=CC=C1 2-([1,1'-biphenyl]-4-yl)-2-hydroxyhexanoic acid